N4,N4'-bis(6-(dimethylamino)pyridin-3-yl)-[1,1'-biphenyl]-4,4'-dicarboxamide CN(C1=CC=C(C=N1)NC(=O)C1=CC=C(C=C1)C1=CC=C(C=C1)C(=O)NC=1C=NC(=CC1)N(C)C)C